C1(CCCCC1)C1=C(C=CC=C1O)O 2-Cyclohexyl-benzene-1,3-diol